dibutyl (3,5-dimethylbenzyl)phosphonate CC=1C=C(CP(OCCCC)(OCCCC)=O)C=C(C1)C